Propyl (R)-2-(2-amino-3-(3-(5-methyl-1,2,4-oxadiazol-3-yl)benzamido)propanamido)-4-methylthiazole-5-carboxylate formate C(=O)O.N[C@@H](C(=O)NC=1SC(=C(N1)C)C(=O)OCCC)CNC(C1=CC(=CC=C1)C1=NOC(=N1)C)=O